N-((1H-indazol-6-yl)methyl)-N-(3-methoxybenzyl)-4-((2-(2-morpholinoethoxy)ethoxy)methyl)aniline N1N=CC2=CC=C(C=C12)CN(C1=CC=C(C=C1)COCCOCCN1CCOCC1)CC1=CC(=CC=C1)OC